C(C1=CC=CC=C1)N1C(C(=NC2=CC=CC=C12)SC1=CC=CC=C1)=O 1-benzyl-3-(phenylthio)quinoxalin-2(1H)-one